6-phenyl-2-(2,2,2-trifluoroethoxy)-7-(3,4,5-trifluorophenyl)-3H-imidazo[2,1-f][1,2,4]triazin-4-one C1(=CC=CC=C1)C=1N=C2C(NC(=NN2C1C1=CC(=C(C(=C1)F)F)F)OCC(F)(F)F)=O